1-(5-[(5-chlorothiophen-2-yl)methyl]amino-3-[1-(cyclopropylmethyl)piperidin-4-yl]-1H-pyrazol-1-yl)-3-hydroxy-2,2-dimethylpropan-1-one ClC1=CC=C(S1)CNC1=CC(=NN1C(C(CO)(C)C)=O)C1CCN(CC1)CC1CC1